4-(aminomethyl)pyrrolidine-1,2-dicarboxylate NCC1CC(N(C1)C(=O)[O-])C(=O)[O-]